4-FLUORO-3-ISOPROPYLBENZALDEHYDE FC1=C(C=C(C=O)C=C1)C(C)C